C1(CC1)CN1N=CC(=C1)C1=CC=CC(=N1)C(=O)NC=1C(=NC=C(C1)N1C[C@H]([C@@H](C1)OC)C(C)(C)O)C(F)(F)F 6-(1-(cyclopropylmethyl)-1H-pyrazol-4-yl)-N-(5-((3R,4S)-3-(2-hydroxypropan-2-yl)-4-methoxypyrrolidin-1-yl)-2-(trifluoromethyl)pyridin-3-yl)picolinamide